BrC=1N=C(N2C1[C@H](N(CC2)C(=O)C2=C(C=C(C=C2)F)C(F)(F)F)C)C2=NC(=NS2)C (R)-(1-Bromo-8-methyl-3-(3-methyl-1,2,4-thiadiazol-5-yl)-5,6-dihydroimidazo[1,5-a]pyrazin-7(8H)-yl)(4-fluoro-2-(trifluoromethyl)phenyl)methanone